Ethyl 3-(5-(2,4-dioxo-1,4,5,6,7,8-hexahydrobenzo[4,5]thieno[2,3-d]pyrimidin-3(2H)-yl)-1H-indol-1-yl)propanoate O=C1N(C(C2=C(N1)SC1=C2CCCC1)=O)C=1C=C2C=CN(C2=CC1)CCC(=O)OCC